(S)-4-((4-(4-(3-(5-(((1-acetylpiperidin-4-yl)amino)methyl)-6-methoxypyridin-2-yl)-2-chlorophenyl)-3-chloropyridin-2-yl)-2-methoxybenzyl)-amino)-dihydrofuran-2(3H)-one C(C)(=O)N1CCC(CC1)NCC=1C=CC(=NC1OC)C=1C(=C(C=CC1)C1=C(C(=NC=C1)C1=CC(=C(CN[C@H]2CC(OC2)=O)C=C1)OC)Cl)Cl